(1R,4R,5S)-2-benzyl-4-(2-bromophenoxy)-2-azabicyclo[3.2.1]octane C(C1=CC=CC=C1)N1[C@@H]2CC[C@H]([C@H](C1)OC1=C(C=CC=C1)Br)C2